ethyl 5-[3-[(Z)-1-acetyl-2-hydroxy-prop-1-enyl] pyrazolo[1,5-a]pyridin-5-yl]furan-3-carboxylate C(C)(=O)\C(=C(\C)/O)\C=1C=NN2C1C=C(C=C2)C2=CC(=CO2)C(=O)OCC